OC(CCl)C 2-hydroxyl-chloropropane